tert-butyl [4-(10-benzyl-3-chloro-11-oxo-10,11-dihydro-5H-dibenzo[b,e][1,4]diazepin-5-yl)butyl]methyl-carbamate C(C1=CC=CC=C1)N1C2=C(N(C3=C(C1=O)C=CC(=C3)Cl)CCCCN(C(OC(C)(C)C)=O)C)C=CC=C2